FC1=C(C(=C(C(=C1OC(=C(F)F)F)F)F)F)F 1,2,3,4,5-pentafluoro-6-[(1,2,2-trifluorovinyl)oxy]-benzene